ClC1=CC=C(CN2C(C(C(=C2C2=CC=CC=C2)C)CCCCC#N)=O)C=C1 5-(1-(4-chlorobenzyl)-4-methyl-2-oxo-5-phenyl-2,3-dihydro-1H-pyrrol-3-yl)valeronitrile